2-hydrazyl-N-methyl-7-Phenylquinazolin-4-amine N(N)C1=NC2=CC(=CC=C2C(=N1)NC)C1=CC=CC=C1